dicyclohexyl-octadiene 5-amino-2-(7-methoxy-2-methylquinolin-3-yl)-5-oxopentanoate NC(CCC(C(=O)O)C=1C(=NC2=CC(=CC=C2C1)OC)C)=O.C1(CCCCC1)C(=CC=CCCCC)C1CCCCC1